C1C2[N+](CCN1)(CCC2)[O-] octahydro-5H-pyrrolo[1,2-a]pyrazine 5-oxide